2-carboxy-4-amino-naphthalene C(=O)(O)C1=CC2=CC=CC=C2C(=C1)N